3-((4-(2-iodobenzofuran-7-yl)pyrimidin-2-yl)amino)benzonitrile IC=1OC2=C(C1)C=CC=C2C2=NC(=NC=C2)NC=2C=C(C#N)C=CC2